FC1=C(C(=CC(=C1)C1=NC(=CN=C1)N1CCCC1)F)N1CCC(CC1)CC(=O)O 2-[1-[2,6-difluoro-4-(6-pyrrolidin-1-ylpyrazin-2-yl)phenyl]-4-piperidinyl]acetic acid